8-(tert-butyl)-2-chloro-N-methyl-4-(trifluoromethyl)-8,9-dihydrobenzo[4,5]imidazo[1,2-a]pyridin-6(7H)-imine C(C)(C)(C)C1CC2=C(N=C3N2C=C(C=C3C(F)(F)F)Cl)C(C1)=NC